(4-chlorophenyl) (2-pyridyl) ketone N1=C(C=CC=C1)C(=O)C1=CC=C(C=C1)Cl